2-dicyclohexylphosphino-2',4',6'-trisIsopropyl-biphenyl C1(CCCCC1)P(C1=C(C=CC=C1)C1=C(C=C(C=C1C(C)C)C(C)C)C(C)C)C1CCCCC1